methyl 4-((1-(5-(1H-indole-2-carbonyl)-N-methyl-4,5,6,7-tetrahydropyrazolo[1,5-a]pyrazine-3-carboxamido)cyclopropyl)methoxy)benzoate N1C(=CC2=CC=CC=C12)C(=O)N1CC=2N(CC1)N=CC2C(=O)N(C)C2(CC2)COC2=CC=C(C(=O)OC)C=C2